C(C)N(C(CC(C)(C)O)=O)C N-ethyl-3-hydroxy-N,3-dimethylbutanamide